C(CCC)C1(COP(OC1)OC1=C(C=C(C=C1C(C)(C)C)C(C)(C)C)C(C)(C)C)CC 5-butyl-5-ethyl-2-(2,4,6-tri-tert-butylphenoxy)-1,3,2-dioxaphosphorinane